ClC1=C(C(=O)N2C[C@@H]([C@@H](CC2)C(=O)OCC)C)C=CC(=C1C(=O)N1C=C(C2=CC(=CC(=C12)C)C(F)(F)F)C)Cl (3R,4R)-ethyl 1-(2,4-dichloro-3-(3,7-dimethyl-5-(trifluoromethyl)-1H-indole-1-carbonyl)benzoyl)-3-methylpiperidine-4-carboxylate